cis-1-(6-chlorothieno[2,3-b]pyridin-2-yl)-3-(trifluoromethyl)cyclobutan-1-ol ClC1=CC=C2C(=N1)SC(=C2)C2(CC(C2)C(F)(F)F)O